ClC=1C=CC(=C(C#N)C1)S(=O)(=O)N1C[C@H](C(C1)=C)O (S)-5-chloro-2-((3-hydroxy-4-methylenepyrrolidin-1-yl)sulfonyl)benzonitrile